N1=CN(C=2C=NC=CC21)[C@@H]2C[C@@H](CCC2)NC2=NC=C(C(=N2)C=2C=NN(C2)CC(F)F)C(F)(F)F N-((1R,3S)-3-(3H-imidazo[4,5-c]pyridin-3-yl)cyclohexyl)-4-(1-(2,2-difluoroethyl)-1H-pyrazol-4-yl)-5-(trifluoromethyl)pyrimidin-2-amine